(2R,3R)-2-(3,4,5-trihydroxyphenyl)chromane-3,5,7-triol OC=1C=C(C=C(C1O)O)[C@H]1OC=2C=C(C=C(C2C[C@H]1O)O)O